C(#C)C1CC(C1)OC1CCN(CC1)C(=O)OC(C)(C)C tert-butyl 4-(3-ethynylcyclobutoxy)piperidine-1-carboxylate